7-(1-(3-Chlorophenyl)-3-(((3-methyloxetan-3-yl)oxy)methyl)-7-oxo-1,4,5,7-tetrahydro-6H-pyrazolo[3,4-c]pyridin-6-yl)-2-methyl-3,4-dihydroisoquinolin-1(2H)-one ClC=1C=C(C=CC1)N1N=C(C2=C1C(N(CC2)C2=CC=C1CCN(C(C1=C2)=O)C)=O)COC2(COC2)C